C(#C)C1=C(C=CC=C1)N(S(=O)(=O)C1=CC=C(C=C1)C)CC#CC1=CC=C(C=C1)Br N-(2-ethynylphenyl)-4-methyl-N-(3-p-bromophenyl-2-propynyl)benzenesulfonamide